Ethyl 1-(difluoromethyl)cyclopropanecarboxylate FC(C1(CC1)C(=O)OCC)F